3-PHENYL-1H-PYRAZOLE-5-BORONIC ACID C1(=CC=CC=C1)C1=NNC(=C1)B(O)O